S1C2=C(C(=C1)C1=NC(=NC=C1)NC=1C(=CC(=C(C1)NC(C=C)=O)N(C)CCCN(C)C)OC)C=CC=C2 N-(5-((4-(benzo[b]thiophen-3-yl)pyrimidin-2-yl)amino)-2-((3-(dimethyl-amino)-propyl)(methyl)amino)-4-methoxyphenyl)acrylamide